monomethoxytrimethylolpropane COC(C(CO)(CO)CO)C